BrC=1C=C2CCN=C(C2=CC1)COC 6-bromo-1-(methoxymethyl)-3,4-dihydroisoquinoline